ClC1=CC=C2C(=C(NC2=C1)C(=O)O)C=1N=NN(C1)CC1CCN(CC1)CCNS(=O)(=O)C1=CC=C(C=C1)Cl 6-chloro-3-(1-((1-(2-((4-chlorophenyl)sulfonamido)ethyl)piperidin-4-yl)methyl)-1H-1,2,3-triazol-4-yl)-1H-indole-2-carboxylic acid